C(C)(C)(C)C1C(CCCC1)CCC(=O)OCC Ethyl 3-(2-(tert-butyl)cyclohexyl)propanoate